isoamyl 4-(4-(7-fluoro-1H-indol-3-yl) thiophen-2-yl)-4-oxobutyrate FC=1C=CC=C2C(=CNC12)C=1C=C(SC1)C(CCC(=O)OCCC(C)C)=O